6-(1-Isopropylpent-4-enylamino)-3-nitro-5-(trifluoromethyl)pyridine-2-carboxylic acid C(C)(C)C(CCC=C)NC1=C(C=C(C(=N1)C(=O)O)[N+](=O)[O-])C(F)(F)F